C1(=CC=CC=C1)C1COC2=C1C=CC=C2 3-phenyl-2,3-dihydrobenzofuran